tert-butyl ((2-methyl-1-(6-(1-methyl-1H-pyrazol-4-yl)pyrazolo[1,5-a]pyrazin-4-yl)piperidin-4-yl)methyl)carbamate CC1N(CCC(C1)CNC(OC(C)(C)C)=O)C=1C=2N(C=C(N1)C=1C=NN(C1)C)N=CC2